FC=1C=C(C#N)C=C(C1)N1CC2(CC2C1)C#CC=1N=NC=CC1 3-fluoro-5-(1-(pyridazin-3-ylethynyl)-3-azabicyclo[3.1.0]hexan-3-yl)benzonitrile